N1(N=CC=C1)CC1=CC2=C(C(=NO2)NS(=O)(=O)C2=C(C=CC(=C2)C(C)(C)C)OC2CCC2)C=C1C1CC1 N-(6-((1H-pyrazol-1-yl)methyl)-5-cyclopropylbenzo[d]isoxazol-3-yl)-5-(tert-butyl)-2-cyclobutoxybenzenesulfonamide